((1R,3R)-3-(1-isopropyl-3-(6-(trifluoromethyl)pyridin-2-yl)-1H-1,2,4-triazol-5-yl)cyclopentyl)morpholine C(C)(C)N1N=C(N=C1[C@H]1C[C@@H](CC1)N1CCOCC1)C1=NC(=CC=C1)C(F)(F)F